N-(3-fluorophenyl)-2-(1H-imidazol-1-yl)-6-(pyrrolidin-1-yl)pyrimidine-4-carboxamide FC=1C=C(C=CC1)NC(=O)C1=NC(=NC(=C1)N1CCCC1)N1C=NC=C1